Cl.CN1[C@H](COCC1)C(=O)O (R)-4-methylmorpholine-3-carboxylic acid hydrochloride